3-fluoro-2-(prop-2-en-1-yloxy)aniline FC=1C(=C(N)C=CC1)OCC=C